(2R)-2-amino-5-[4-[4-[[3-[4-(difluoromethoxy)phenyl]imidazo[1,2-a]pyrazin-8-yl]amino]-2-methylbenzoyl]piperazin-1-yl]-5-oxopentanoic acid N[C@@H](C(=O)O)CCC(=O)N1CCN(CC1)C(C1=C(C=C(C=C1)NC=1C=2N(C=CN1)C(=CN2)C2=CC=C(C=C2)OC(F)F)C)=O